[Nd+3].C(C)C(COP(=O)([O-])[O-])CCCC.P(=O)(OCC(CCCC)CC)([O-])O 2-ethylhexyl phosphate mono2-ethylhexyl-phosphate neodymium salt